N-(METHOXYCARBONYL)-3-METHYL-L-VALYL-(4R)-N-{(1S)-1-CYANO-2-[(3S)-2-OXOPYRROLIDIN-3-YL]ETHYL}-4-(TRIFLUOROMETHYL)-L-PROLINAMIDE COC(=O)N[C@@H](C(C)(C)C)C(=O)N1[C@@H](C[C@H](C1)C(F)(F)F)C(=O)N[C@@H](C[C@H]1C(NCC1)=O)C#N